2,2',2'',2'''-((((2-(3-(2-((2-((cyanomethyl)amino)eth-yl)amino)ethyl)-2-oxoimidazolidin-1-yl)ethyl)azanediyl)bis(eth-ane-2,1-diyl))bis(azanetriyl))tetraacetonitrile C(#N)CNCCNCCN1C(N(CC1)CCN(CCN(CC#N)CC#N)CCN(CC#N)CC#N)=O